ClC=1C=NN(C1[Zn])COCC[Si](C)(C)C (4-Chloro-1-((2-(trimethylsilyl)ethoxy)methyl)-1H-pyrazol-5-yl)zinc